C(C)(C)(C)OC(=O)N1C(CCCC1)N1C2=NC(=NC=C2NC1=O)Cl (2-chloro-8-oxo-7,8-dihydro-9H-purin-9-yl)piperidine-1-carboxylic acid tert-butyl ester